SCC(=O)OC1SCC(SC1)OC(CS)=O 1,4-dithiane-2,5-diol bis(2-mercaptoacetate)